C(C)OC(CCC1=CC2=C(OC[C@@H](C(N2C)=O)N)C=C1)=O.BrC1=NC(=CC=C1OC)C(F)(F)F 2-bromo-3-methoxy-6-(trifluoromethyl)pyridine ethyl-(S)-3-(3-amino-5-methyl-4-oxo-2,3,4,5-tetrahydrobenzo[b][1,4]oxazepin-7-yl)propanoate